3-Amino-3-oxopropyl (2S,5R)-7-oxo-6-(sulfooxy)-1,6-diazabicyclo[3.2.1]octane-2-carbimidate O=C1N([C@@H]2CC[C@H](N1C2)C(OCCC(=O)N)=N)OS(=O)(=O)O